C(C)(C)(C)C=1C=C(CN(C(CN(S(=O)(=O)C2=C(C(=C(C(=C2F)F)F)F)F)CC2=C(C=CC=C2)F)=O)C=2C=C(C(=O)O)C=CC2OC2CC2)C=C(C1)C1CC1 3-(N-(3-(tert-butyl)-5-cyclopropylbenzyl)-2-(N-(2-fluorobenzyl)-(2,3,4,5,6-pentafluoro-phenyl)sulfonamido)acetamido)-4-cyclopropoxybenzoic acid